Hexaethylene glycol dipentyl ether C(CCCC)OCCOCCOCCOCCOCCOCCOCCCCC